5,6-dibenzyloxyindole C(C1=CC=CC=C1)OC=1C=C2C=CNC2=CC1OCC1=CC=CC=C1